4-methyl-5-(2-pyrazinyl)-1,2-dithiole-3-thione CC=1C(SSC1C1=NC=CN=C1)=S